[Cl-].C(CCCCCCCCCCC)OC(=O)OC(C(=O)OC1CC2CCC(C1)[N+]21CCCC1)(C1=CC=CC=C1)C1=CC=CC=C1 3-(2-(((dodecyloxy)carbonyl)oxy)-2,2-diphenylacetoxy)spiro[bicyclo[3.2.1]octane-8,1'-pyrrolidin]-8-ium chloride